copper beryllium [Be].[Cu]